N,N-diallyl-2-methylbenzamide CC1=CC=CC=C1C(=O)N(CC=C)CC=C